Racemic-methyl (4-(2,6-dimethylphenyl)-2-oxo-2H-pyrano[2,3-b]pyridin-7-yl)prolinate CC1=C(C(=CC=C1)C)C1=CC(OC2=NC(=CC=C21)N2[C@@H](CCC2)C(=O)OC)=O |r|